1,2-diphenyl-imidazo[4,5-f][1,10]Phenanthroline C1(=CC=CC=C1)N1C(=NC2=C3C=CC=NC3=C3N=CC=CC3=C21)C2=CC=CC=C2